(S)-1-(5-((2,3-dimethylphenyl)thio)pyrazin-2-yl)-4'H,6'H-spiro[piperidine-4,5'-pyrrolo[1,2-b]pyrazol]-4'-amine CC1=C(C=CC=C1C)SC=1N=CC(=NC1)N1CCC2([C@@H](C=3N(N=CC3)C2)N)CC1